O1NCC=CC=C1 2,3-dihydro-1,2-oxaazepine